ClC1=C(C=C(C=C1)C=1OC(=CN1)C(=O)NC12CCC(C1)(C2)NC(COC2=CC(=C(C=C2)Cl)Cl)=O)F 2-(4-chloro-3-fluorophenyl)-N-{4-[2-(3,4-dichlorophenoxy)acetamido]bicyclo-[2.1.1]hex-1-yl}-1,3-oxazole-5-carboxamide